7-(((tert-butoxycarbonyl)((4,4-difluorocyclohexyl)methyl)amino)methyl)-3,3-dimethyl-2,3-dihydrofuro[3,2-b]pyridine-5-carboxylic acid C(C)(C)(C)OC(=O)N(CC1CCC(CC1)(F)F)CC1=C2C(=NC(=C1)C(=O)O)C(CO2)(C)C